COC1=CC=C(CN(C2=C3NC(N(C3=NC(=N2)SCCC)CC2=CC=C(C=C2)C)=O)C)C=C1 6-[(4-Methoxybenzyl)methylamino]-2-propylsulfanyl-9-(p-toluylmethyl)-7H-purin-8-one